fmoc-triethylene glycol C(=O)(OCC1C2=CC=CC=C2C2=CC=CC=C12)C(COCCOCCO)O